FC([C@@H]1[C@H](C1)C=1C=C(N=NC1C#CC=1C=NN(C1)C)C=1C(NC(NC1)=O)=O)F 5-(5-((1S,2S)-2-(difluoromethyl)cyclopropyl)-6-((1-methyl-1H-pyrazol-4-yl)ethynyl)pyridazine-3-yl)pyrimidine-2,4(1H,3H)-dione